[W+4].[NH4+].[Mg+2] magnesium ammonium tungsten